2,4-DIFLUORO-3-CYANOPHENYLBORONIC ACID FC1=C(C=CC(=C1C#N)F)B(O)O